C(C)OC(COC1=C(C(=O)OC)C=CC(=C1)C)OCC methyl 2-(2,2-diethoxyethoxy)-4-methylbenzoate